tert-Butyl 4-(4-bromo-3-(hydroxymethyl)phenyl)piperazine-1-carboxylate BrC1=C(C=C(C=C1)N1CCN(CC1)C(=O)OC(C)(C)C)CO